triphenylstannum hydroxide C1(=CC=CC=C1)[Sn](C1=CC=CC=C1)(C1=CC=CC=C1)O